2-phosphonobutyrate P(=O)(O)(O)C(C(=O)[O-])CC